NC1=NC=2C=CC(=CC2C2=C1C=NN2C)C(=O)N(C)C2COCC1=CC(=CC=C21)P(C)C 4-amino-N-(7-(dimethylphosphino)isochroman-4-yl)-N,1-dimethyl-1H-pyrazolo[4,3-c]quinoline-8-carboxamide